CC=1N=C2N(N=C(C(=C2)C)N2CC=3C=C(C=NC3CC2)N2C=3N(CCC2)N=C(C3)C)C(C1)=O 2,8-dimethyl-7-(3-(2-methyl-6,7-dihydropyrazolo[1,5-a]pyrimidin-4(5H)-yl)-7,8-dihydro-1,6-naphthyridin-6(5H)-yl)-4H-pyrimido[1,2-b]pyridazin-4-one